BrC1=CC(=C(C(=C1)[N+](=O)[O-])N[C@H]1[C@H](CCCC1)NC(=O)C1=CC(NC2=CC(=CC=C12)OC)=O)C(NC)=O N-((1S,2R)-2-((4-bromo-2-(methylcarbamoyl)-6-nitrophenyl)amino)cyclohexyl)-7-methoxy-2-oxo-1,2-dihydroquinoline-4-carboxamide